o-aminobenzylamine NC1=C(CN)C=CC=C1